2,2-dimethyl-3-hydroxypropionic acid methyl ester COC(C(CO)(C)C)=O